COC=1NC(C2=CC=C(C=C2C1)C(=O)OC)=O methyl 3-methoxy-1-oxo-1,2-dihydroisoquinoline-6-carboxylate